butyl 2,6-diazaspiro[3.3]heptane-2-carboxylate C1N(CC12CNC2)C(=O)OCCCC